BrC=1C=C(C=CC1[N+](=O)[O-])N1CCN(CC1)C 1-(3-Bromo-4-nitrophenyl)-4-methylpiperazine